6'-(dibenzo[b,d]thiophen-1-yl)-4,4''-bis(3-methyl-9H-carbazol-9-yl)-5'-(4-(3-methyl-9H-carbazol-9-yl)phenyl)-4'-(pyridin-4-yl)-[1,1':2',1''-terphenyl]-3'-carbonitrile C1(=CC=CC=2SC3=C(C21)C=CC=C3)C3=C(C(=C(C(=C3C3=CC=C(C=C3)N3C2=CC=CC=C2C=2C=C(C=CC32)C)C3=CC=C(C=C3)N3C2=CC=CC=C2C=2C=C(C=CC32)C)C#N)C3=CC=NC=C3)C3=CC=C(C=C3)N3C2=CC=CC=C2C=2C=C(C=CC32)C